COCCOCCO 2-(2-methoxyethoxy)-ethanol